1-((R)-3-cyclohexyl-2-(4-((cyclopropylmethyl)sulfonyl)benzamido)propanoyl)-4-(5-(2-hydroxypropan-2-yl)-1H-1,2,3-triazol-1-yl)pyrrolidine-2-carboxamide C1(CCCCC1)C[C@H](C(=O)N1C(CC(C1)N1N=NC=C1C(C)(C)O)C(=O)N)NC(C1=CC=C(C=C1)S(=O)(=O)CC1CC1)=O